(±)-5-Chloro-2-fluoro-4-(6-((1-(2,2,2-trifluoroethyl)pyrrolidin-3-yl)oxy)pyridin-3-yl)aniline ClC=1C(=CC(=C(N)C1)F)C=1C=NC(=CC1)O[C@H]1CN(CC1)CC(F)(F)F |r|